N,N-bis(dodecyl)quinoline-8-carboxamide 4-chloro-2-(2-(pyridin-3-ylmethoxy)pyridin-4-yl)-1H-pyrrolo[2,3-b]pyridine-1-carboxylate ClC1=C2C(=NC=C1)N(C(=C2)C2=CC(=NC=C2)OCC=2C=NC=CC2)C(=O)O.C(CCCCCCCCCCC)N(C(=O)C=2C=CC=C1C=CC=NC21)CCCCCCCCCCCC